N-(hydroxymethyl)-2-butenamide OCNC(C=CC)=O